C(#N)C=1C(=NC=CN1)N1N=C(C(=C1)C(=O)NC1=NC(=CC=C1)C=1N2C(=NN1)CC[C@H]2C)OC (R)-1-(3-cyanopyrazin-2-yl)-3-methoxy-N-(6-(5-methyl-6,7-dihydro-5H-pyrrolo[2,1-c][1,2,4]triazol-3-yl)pyridin-2-yl)-1H-pyrazole-4-carboxamide